C(#N)C1=CC(=C2C=C(C=NC2=N1)N[C@@H]1C[C@H](CC1)NC([O-])=O)NC1(CC1)C ((1S,3S)-3-((7-cyano-5-((1-methylcyclopropyl)amino)-naphthyridin-3-yl)amino)cyclopentyl)carbamate